1-(2,2,2-trifluoroethyl)-3-(5-(1-(4-(trifluoromethyl)phenyl)-1H-pyrazol-4-yl)-1H-indol-3-yl)urea FC(CNC(=O)NC1=CNC2=CC=C(C=C12)C=1C=NN(C1)C1=CC=C(C=C1)C(F)(F)F)(F)F